C(CC)[C@H](C(=O)[O-])CCCCCC.C(CC)[C@@H](C(=O)[O-])CCCCCC.[Ca+2] calcium (R)-2-propyloctanoate (S)-2-propyloctanoate